N-((R)-1-(5-amino-3-(difluoromethyl)-2-fluorophenyl)ethyl)-2-methyl-6-(((S)-tetrahydrofurane-3-yl)oxy)pyrido[3,4-d]pyrimidin-4-amine NC=1C=C(C(=C(C1)[C@@H](C)NC=1C2=C(N=C(N1)C)C=NC(=C2)O[C@@H]2COCC2)F)C(F)F